FC1=C(OCCOCCOCCOCC(=O)OC)C=C(C=C1)C=O Methyl 2-(2-(2-(2-(2-fluoro-5-formylphenoxy)ethoxy)ethoxy)ethoxy)acetate